2-[7-[[5-(trifluoromethyl)-2-pyridinyl]methyl]-2,7-diazaspiro[3.5]nonane-2-carbonyl]-2,5-diazaspiro[3.4]octan-6-one FC(C=1C=CC(=NC1)CN1CCC2(CN(C2)C(=O)N2CC3(C2)NC(CC3)=O)CC1)(F)F